C(CCCC=C)C1C2(NC(CO2)(C)CO)CCC1 (±)-(6-(hex-5-enyl)-3-methyl-1-oxa-4-azaspiro[4.4]nonan-3-yl)methanol